tert-butyl 9-(chlorosulfonyl)-3,9-diazaspiro[5.5]undecane-3-carboxylate ClS(=O)(=O)N1CCC2(CCN(CC2)C(=O)OC(C)(C)C)CC1